Benzyl ((S)-6-amino-5-((S)-2-aminopropanamido)-6-oxohexyl)carbamate HCl Cl.NC([C@H](CCCCNC(OCC1=CC=CC=C1)=O)NC([C@H](C)N)=O)=O